1-oxo-2-(3-(trifluoromethoxy)benzyl)-1,2,3,4-tetrahydroisoquinoline O=C1N(CCC2=CC=CC=C12)CC1=CC(=CC=C1)OC(F)(F)F